C(C)(=O)C1=CC(=C(COC2=CC=CC(=N2)C2CCN(CC2)C(=O)[O-])C=C1)F 4-(6-((4-Acetyl-2-fluorobenzyl)oxy)pyridin-2-yl)piperidine-1-carboxylate